2-(4,4-difluoroazepan-1-yl)-5-(trifluoromethyl)quinoline-3-carboxylic acid FC1(CCN(CCC1)C1=NC2=CC=CC(=C2C=C1C(=O)O)C(F)(F)F)F